1,3-difluoro-2-iodo-5-(4-propylcyclohexyl)benzene FC1=C(C(=CC(=C1)C1CCC(CC1)CCC)F)I